C(C)(C)(C)OC(=O)N1CCC(CC1)(F)CC(=O)OCC.FC(C1=CC=C(C=C1)N=C1SC=C(N1)C1=C(C=CC=C1)Br)(F)F 2-(4-trifluoromethylphenyl-imino)-4-(2-bromophenyl)thiazole tert-Butyl-4-(2-ethoxy-2-oxo-ethyl)-4-fluoro-piperidine-1-carboxylate